Cl.NCC1=CC=C(C=C1)C1=NNC(C2=CC(=C(C=C12)OC)OC)=O 4-(4-(aminomethyl)phenyl)-6,7-dimethoxyphthalazin-1(2H)-one hydrochloride